(R)-3-((4-Hydroxy-1-(3-phenylbutanoyl)piperidin-4-yl)methyl)-6-(4-methylpiperazin-1-yl)pyrimidin-4(3H)-one OC1(CCN(CC1)C(C[C@@H](C)C1=CC=CC=C1)=O)CN1C=NC(=CC1=O)N1CCN(CC1)C